C(C)(C)(C)OC(C(C)(C)N1CCC1)=O.ClC1=C(C=CC=C1)CC(=O)NC1=CC(=C(C=C1)N1N=C(C=C1)C)S(NCC1=C(C=C(C=C1)OC)OC)(=O)=O 2-(2-chlorophenyl)-N-{3-[(2,4-dimethoxybenzyl)sulfamoyl]-4-(3-methyl-1H-pyrazol-1-yl)phenyl}acetamide tert-butyl-2-(azetidin-1-yl)-2-methylpropionate